5-(5-((R)-1-(3,5-dichloro-2-fluoropyridin-4-yl)ethoxy)-1H-indazol-3-yl)-2-((R)-3-hydroxypyrrolidin-1-yl)nicotinonitrile ClC=1C(=NC=C(C1[C@@H](C)OC=1C=C2C(=NNC2=CC1)C=1C=NC(=C(C#N)C1)N1C[C@@H](CC1)O)Cl)F